NC1=C2C(=NC=N1)N(N=C2C)C(C)C2=C(C(=C(C#N)C(=C2)Cl)C2CN(C2)CC2COCC2)OC 4-[1-(4-Amino-3-methyl-1H-pyrazolo[3,4-d]pyrimidin-1-yl)ethyl]-6-chloro-3-methoxy-2-[1-(tetrahydrofuran-3-ylmethyl)azetidin-3-yl]benzonitrile